CC1=C(C(=O)C=2C=C(NC2)C(=O)O)C=CC=C1 4-(2-methylbenzoyl)-1H-pyrrole-2-carboxylic acid